S(=O)(=O)([O-])[O-].[Co+2].[Mg+2].S(=O)(=O)([O-])[O-] magnesium cobalt sulfate